tetramercaptotetrachlorocoronene SC=1C(=C2C(=C(C3=C(C(=C4C(=C(C5=CC=C6C=CC1C1=C2C3=C4C5=C16)Cl)Cl)Cl)Cl)S)S)S